CC=1C=C(C=2C=C3N(CCNC3=O)C2N1)C=1C=NC=C(C1)C1=CC=C(C=C1)N1CC2(CC2)CC1=O methyl-4-(5-(4-(6-oxo-5-azaspiro[2.4]hept-5-yl)phenyl)pyridin-3-yl)-8,9-dihydropyrido[3',2':4,5]pyrrolo[1,2-a]pyrazin-6(7H)-one